C(CCC)N1S(C2=C(C1)C=CC=C2)=O N-n-Butyl-1,2-benzisothiazolone